N-[[6-(1,3,5-trimethylpyrazole-4-carbonyl)-6-azaspiro[2.5]octan-2-yl]methyl]-1H-pyrrolo[3,2-c]pyridine-2-carboxamide CN1N=C(C(=C1C)C(=O)N1CCC2(C(C2)CNC(=O)C2=CC=3C=NC=CC3N2)CC1)C